C(C)(=O)NC=1C=C(C=CC1)C=1C=C(C=CC1)CN1C(C(=C(C2=CC=CC=C12)C(=O)OCC)O)=O Ethyl 1-({3-[3-(acetylamino)phenyl]phenyl}methyl)-3-hydroxy-2-oxoquinoline-4-carboxylate